OC(CCCCCCCC(=O)O)CCC(CCCCCC)O 9,12-dihydroxystearic acid